3-Benzyl-6-(pyridin-4-ylmethyl)-2,3,4,6-tetrahydropyrido[3,4-c][1,8]naphthyridine C(C1=CC=CC=C1)N1CC2=CN(C=3N=CC=CC3C2=CC1)CC1=CC=NC=C1